COC(=O)N1CC(C1)C1=NC(=NO1)C1=C(C(=C(C(=C1)F)C)NC(=O)C1=CN=C2N1C=C(C=C2)N2CCNCC2)F 3-(3-(2,5-difluoro-4-methyl-3-(6-(piperazin-1-yl)imidazo[1,2-a]pyridine-3-carboxamido)phenyl)-1,2,4-oxadiazol-5-yl)azetidine-1-carboxylic acid methyl ester